C(CCC)OC(=O)N(C(C(=O)OCC(C)C)CCC(C)C)CCCCCCCCCC isobutyl 2-((butoxycarbonyl) (decyl) amino)-5-methylhexanoate